tert-butyl (3-(benzyloxy)-2,2-dimethylcyclobutyl)carbamate C(C1=CC=CC=C1)OC1C(C(C1)NC(OC(C)(C)C)=O)(C)C